C(C)CC(C(C(=O)C1=CC=CC=C1)(C)O)(C)C ethyl-trimethyl-2-hydroxy-2-methyl-1-phenyl-propan-1-one